ClC1=C(C(=O)N(CC=2OC=CC2)CC2=C(C=C(C=C2)N(C)C)N(S(=O)(=O)C=2C=CC3=C(C(=C(O3)C(=O)[O-])C)C2)CC)C=CC=C1 5-(N-(2-((2-chloro-N-(furan-2-ylmethyl)benzoylamino)methyl)-5-(dimethylamino)phenyl)-N-Ethyl sulfamoyl)-3-methylbenzofuran-2-carboxylate